1-(4-isopropoxy-phenyl)-ethylamine C(C)(C)OC1=CC=C(C=C1)C(C)N